FC1=CC=C2C=3C(=CC=C(C[C@]4(C[C@H](CC4)NS(=O)(=O)C)C=4N=CC=C(COC2=C1F)N4)C3)F N-[(1'S,15R)-5,6,20-trifluorospiro[8-oxa-13,22-diazatetracyclo[15.3.1.110,14.02,7]docosa-1(21),2,4,6,10,12,14(22),17,19-nonaene-15,3'-cyclopentane]-1'-yl]methanesulfonamide